CO[Fe+] methoxyiron (II)